4,4'-bis-(2-aminoethoxy)biphenyl NCCOC1=CC=C(C=C1)C1=CC=C(C=C1)OCCN